C(C)(C)(C)OC(N[C@@H](C[C@H]1C(NCC1)=O)C(COC(F)(F)F)=O)=O ((S)-3-oxo-1-((S)-2-oxopyrrolidin-3-yl)-4-(trifluoromethoxy)butan-2-yl)carbamic acid tert-butyl ester